2-(prop-2-yn-1-ylsulfanyl)-4-(2-(pyridin-3-ylmethylene)hydrazino)-6-(trifluoromethyl)pyrimidine C(C#C)SC1=NC(=CC(=N1)NN=CC=1C=NC=CC1)C(F)(F)F